ClC1=CNC2=NC=C(C(=C21)C)[N+](=O)[O-] 3-chloro-4-methyl-5-nitro-1H-pyrrolo[2,3-b]pyridine